5-benzothiazoleformic acid S1C=NC2=C1C=CC(=C2)C(=O)O